FC1=C(C=C(C=C1)F)[C@H]1N(CCC(C1)=O)C(=O)OC(C)(C)C (S)-tert-butyl 2-(2,5-difluorophenyl)-4-oxopiperidine-1-carboxylate